ClC=1C=C(C=CC1)C(C(OC(=O)N[C@H](C(=O)OC)CCCC)C1=CC=CC=C1)(C)C methyl (2S)-2-(((2-(3-chlorophenyl)-2-methyl-1-phenylpropoxy) carbonyl)amino)hexanoate